FC1=C(C=CC2=C1CNS2(=O)=O)NC2=NNC(=C2)C2CC(CC2)N2C(C(CC2=O)(C)C)=O 1-(3-(3-((4-fluoro-1,1-dioxido-2,3-dihydrobenzo[d]isothiazol-5-yl)amino)-1H-pyrazol-5-yl)cyclopentyl)-3,3-dimethylpyrrolidine-2,5-dione